cis-2-Methyl-N-(4-((oxetan-3-ylmethyl)(phenyl)amino)cyclohexyl)-1H-indole-3-carboxamide CC=1NC2=CC=CC=C2C1C(=O)N[C@@H]1CC[C@@H](CC1)N(C1=CC=CC=C1)CC1COC1